benzyl 4-[8-(4-methoxycyclohexyl)-2-methylsulfonyl-7-oxo-pyrido[2,3-d]pyrimidin-6-yl]-8-methyl-2,3-dihydroquinoxaline-1-carboxylate COC1CCC(CC1)N1C(C(=CC2=C1N=C(N=C2)S(=O)(=O)C)N2CCN(C1=C(C=CC=C21)C)C(=O)OCC2=CC=CC=C2)=O